2,3-dimethylaniliniumdiazonium hydrochloride Cl.CC1=C([NH2+][N+]#N)C=CC=C1C